COC(NC1(CNCCC1)C(C(C(C)C)C)=O)=O (3-(2,3-dimethylbutyryl)piperidin-3-yl)carbamic acid methyl ester